(S)-quinuclidin-3-yl (6-(4-(trifluoromethoxy)phenyl)chroman-4-yl)carbamate FC(OC1=CC=C(C=C1)C=1C=C2C(CCOC2=CC1)NC(O[C@@H]1CN2CCC1CC2)=O)(F)F